C(C=CC1=CC=CC=C1)(=O)C12N=CN=C(C2=NCN1[C@H]1[C@H](O)[C@H](OP(=O)(O)O)[C@@H](COP(=O)(O)OP(=O)(O)OCC(C)(C)[C@@H](O)C(=O)NCCC(=O)NCCS)O1)N 4-cinnamoyl-CoA